3-cyclopropyl-3-(2-((1-(6-methoxy-2-methyl-3-oxoisoindolin-4-yl)piperidin-4-yl)methoxy)pyridin-4-yl)propionic acid C1(CC1)C(CC(=O)O)C1=CC(=NC=C1)OCC1CCN(CC1)C1=C2C(N(CC2=CC(=C1)OC)C)=O